Tert-butyl-(1-(7-chloro-8-fluoro-2-(((2r,7as)-2-fluorohexahydro-1H-pyrrolizin-7a-yl) methoxy) pyrido[4,3-d]pyrimidin-4-yl)-5,5-difluoropiperidin-3-yl) carbamate C(N)(OC1C(N(CC(C1)(F)F)C=1C2=C(N=C(N1)OC[C@]13CCCN3C[C@@H](C1)F)C(=C(N=C2)Cl)F)C(C)(C)C)=O